bromopentan BrCCCCC